racemic-N-((1RS,3RS)-3-acrylamidocyclohexyl)-4-oxo-5-(6-phenoxypyridin-3-yl)-4,5-dihydro-3H-1-thia-3,5,8-triazaacenaphthylene-2-carboxamide C(C=C)(=O)N[C@H]1C[C@@H](CCC1)NC(=O)C=1SC=2N=CC=C3N(C(NC1C23)=O)C=2C=NC(=CC2)OC2=CC=CC=C2 |r|